7-(2,4-Dimethoxybenzyl)-2-(4-(dimethylamino)cyclohexyl)-2,9-dimethyl-2,3,6,7-tetrahydrofurano[3,2-g]isoquinolin-8(5H)-one COC1=C(CN2C(C3=C(C4=C(C=C3CC2)CC(O4)(C)C4CCC(CC4)N(C)C)C)=O)C=CC(=C1)OC